ethyl 4-(4-bromo-phenylsulfanyl)-butyrate BrC1=CC=C(C=C1)SCCCC(=O)OCC